C(C)(C)(C)OC(=O)N1C(CCCC1)OC1=NC(=NC=C1)COS(=O)(=O)C ((2-(((methylsulfonyl)oxy)methyl)pyrimidin-4-yl)oxy)piperidine-1-carboxylic acid tert-butyl ester